CC1=NN=C2N1C=C(C=C2)C=O methyl-[1,2,4]triazolo[4,3-a]pyridine-6-carbaldehyde